trifluoro-2-methylpropan-2-yl (2R,5S)-4-(5-(2-fluorophenyl)-7-(1-methyl-1H-pyrazol-4-yl)-7H-pyrrolo[2,3-d]pyrimidin-4-yl)-2,5-dimethylpiperazine-1-carboxylate FC1=C(C=CC=C1)C1=CN(C=2N=CN=C(C21)N2C[C@H](N(C[C@@H]2C)C(=O)OC(C(F)(F)F)(C)C)C)C=2C=NN(C2)C